C(C1=CC=CC=C1)N(C1C(N(CCC1)C1=CN=C(C=C1C(=O)OC)C1=CC(=C(C=C1)F)F)COC(F)F)C(=O)OC Methyl 5-(3-(benzyl(methoxycarbonyl)amino)-2-((difluoromethoxy)methyl)piperidin-1-yl)-2-(3,4-difluorophenyl)isonicotinate